2-(1-((5-bromopyridin-2-yl)sulfonyl)piperidin-4-yl)-4-chloro-5-(((tetrahydro-2H-pyran-3-yl)methyl-d2)amino)pyridazin-3(2H)-one BrC=1C=CC(=NC1)S(=O)(=O)N1CCC(CC1)N1N=CC(=C(C1=O)Cl)NC([2H])([2H])C1COCCC1